N-(5-chloro-2,4-dimethoxyphenyl)-4-((1-methyl-2-oxo-1,2-dihydroquinolin-4-yl)oxy)butyramide ClC=1C(=CC(=C(C1)NC(CCCOC1=CC(N(C2=CC=CC=C12)C)=O)=O)OC)OC